N1CC=CC=C1 2H-pyridine